CC1=CC=C(C=C1)S(=O)(=O)N=CC=1OC(=CC1)C1=CC=CC=C1 4-methyl-N-((5-phenylfuran-2-yl)methylene)benzenesulfonamide